3-(4-(trifluoromethyl)phenyl)-6,7-dihydro-5H-[1,2,4]triazolo[3,4-b][1,3]thiazine FC(C1=CC=C(C=C1)C1=NN=C2SCCCN21)(F)F